C1(CC1)C1(CN(C1)C1=NC(=CC2=C1N=C(N=C2)NC2CCN(CC2)S(=O)(=O)C2CC2)C)O 3-cyclopropyl-1-(2-((1-(cyclopropylsulfonyl)piperidin-4-yl)amino)-6-methylpyrido[3,4-d]pyrimidin-8-yl)azetidin-3-ol